ClC1=C(C=C(C=C1)NC(=O)C1CC12CCC(CC2)C2=CC=NC1=CC=C(C=C21)F)F N-(4-chloro-3-fluorophenyl)-6-(6-fluoroquinolin-4-yl)spiro[2.5]octane-1-carboxamide